ClC1=C(C=CC(=C1)Cl)C1=NN=C(O1)NC(C1=CC=C(C=C1)I)=O N-(5-(2,4-dichlorophenyl)-1,3,4-oxadiazol-2-yl)-4-iodobenzamide